(S)-N-((4-(4-(trifluoromethyl)phenyl)-1,2,3,4-tetrahydroquinoxalin-2-yl)methyl)acetamide FC(C1=CC=C(C=C1)N1C[C@@H](NC2=CC=CC=C12)CNC(C)=O)(F)F